tert-Butyl 2-(2-(3-((2S,3S)-1-methyl-5-oxo-2-(pyridin-3-yl)pyrrolidine-3-carboxamido) propanamido)ethoxy)acetate CN1[C@@H]([C@H](CC1=O)C(=O)NCCC(=O)NCCOCC(=O)OC(C)(C)C)C=1C=NC=CC1